N-(7-azaspiro[3.5]nonan-2-yl)-4-[[(7R)-8-cyclopentyl-7-ethyl-5-methyl-6-oxo-7H-pteridin-2-yl]amino]-3-methoxy-N-methyl-benzamide C1C(CC12CCNCC2)N(C(C2=CC(=C(C=C2)NC2=NC=1N([C@@H](C(N(C1C=N2)C)=O)CC)C2CCCC2)OC)=O)C